4-(dibutyl(pyrimidin-4-yl)stannyl)butan-1-ylium C(CCC)[Sn](CCC[CH2+])(C1=NC=NC=C1)CCCC